(rac)-4-[3-(1-{[2-amino-5-(4,4,5,5-tetramethyl-1,3,2-dioxaborolan-2-yl)pyridin-3-yl]oxy}ethyl)phenyl]-2-methylbut-3-yn-2-ol NC1=NC=C(C=C1O[C@H](C)C=1C=C(C=CC1)C#CC(C)(O)C)B1OC(C(O1)(C)C)(C)C |r|